FC1=CC=C(C=C1)C(N1C[C@@H](N(C[C@@H]1C)C1=C(C(N(C=2C=CC(=NC12)C#N)C)=O)F)C)C1=CC=C(C=C1)F |&1:13| 8-((2S,SR)-4-(bis(4-fluorophenyl)methyl)-2,5-dimethylpiperazin-1-yl)-7-fluoro-5-methyl-6-oxo-5,6-dihydro-1,5-naphthyridine-2-carbonitrile